C1(CC1)NC(C1=C(C=C(C=C1OC)C1=CN=C2N1C=CC(=C2)OCC(C)(NC)C)OC(F)F)=O N-cyclopropyl-2-(difluoromethoxy)-6-methoxy-4-[7-[2-methyl-2-(methylamino)propoxy]imidazo[1,2-a]pyridin-3-yl]benzamide